1-(2,6-difluorobenzyl)-5-((dimethylamino)methyl)-3-(6-methoxy-3-pyridazinyl)-2,4-dioxo-1,2,3,4-tetrahydrothieno[2,3-d]pyrimidine FC1=C(CN2C(N(C(C3=C2SC=C3CN(C)C)=O)C=3N=NC(=CC3)OC)=O)C(=CC=C1)F